ClC1=CC(=C(N=N1)SC1=CC(=CC=C1)C(F)(F)F)C(=O)NCC(F)(F)C1=C(C=C(C=C1)Cl)Cl 6-chloro-N-[2-(2,4-dichlorophenyl)-2,2-difluoroethyl]-3-{[3-(trifluoro-methyl)phenyl]sulfanyl}pyridazine-4-carboxamide